ClC=1C=C(C=CC1)C#C\C=C/1\C(CN(CC1)C(=O)C1=NC=CC(=C1)Cl)(C)C {(4E)-4-[3-(3-Chlorophenyl)prop-2-yn-1-ylidene]-3,3-dimethylpiperidin-1-yl}(4-chloropyridin-2-yl)methanone